Cl.CN1N=C2C=C(C(=CC2=C1)N)C(F)(F)F 2-methyl-6-(trifluoromethyl)-2H-indazol-5-amine HCl salt